[6-chloro-2-(3,3-difluoropyrrolidin-1-yl)pyridin-3-yl]-(4-methyl-2-phenylpiperazin-1-yl)methanone ClC1=CC=C(C(=N1)N1CC(CC1)(F)F)C(=O)N1C(CN(CC1)C)C1=CC=CC=C1